2-(((tert-butyldimethylsilyl)oxy)methyl)-8-chloro-1-(2,6-dichlorophenyl)-5-vinyl-1,6-naphthyridin-4(1H)-one [Si](C)(C)(C(C)(C)C)OCC=1N(C2=C(C=NC(=C2C(C1)=O)C=C)Cl)C1=C(C=CC=C1Cl)Cl